CN1N=C(C=C1)C=1C=C(C=CC1)CNC1=NN2C(NC(=CC2=O)CCC)=N1 2-[[3-(1-methylpyrazol-3-yl)-phenyl]methylamino]-5-propyl-4H-[1,2,4]triazolo[1,5-a]-pyrimidin-7-one